NC1=C2C=CN(C2=CC=C1)CCOCCOCCOCCNC(OCC1=CC=CC=C1)=O Benzyl N-[2-[2-[2-[2-(4-aminoindol-1-yl)ethoxy]ethoxy]ethoxy]ethyl]carbamate